BrC1=CC=C2C(=NN(C2=C1)COCC[Si](C)(C)C)C=O 6-bromo-1-((2-(trimethylsilyl)ethoxy)methyl)-1H-indazole-3-formaldehyde